CN(C)C1C(=O)NCCCC1 dimethylamino-e-caprolactam